(R)-2-amino-3-mercapto-3-methylbutanoic acid N[C@H](C(=O)O)C(C)(C)S